C(C)(C)(C)OC(=O)N(CC(=O)OC)C methyl 2-{[(tert-butoxy)carbonyl](methyl)amino}acetate